C(C1=CC=CC=C1)C1=CC(=NN1)NC1=NC(=CN=C1)OC1CCN(CC1)C N-(5-benzyl-1H-pyrazol-3-yl)-6-((1-methylpiperidin-4-yl)oxy)pyrazin-2-amine